C(#N)C12C=CC(CC1)C2 CYANONORBORNEN